C(C)(C)(C)OC(=O)N1C[C@H](C[C@H]1C)CC(=O)O 2-[(3r,5r)-1-tert-butoxycarbonyl-5-methyl-pyrrolidin-3-yl]acetic acid